tert-butyl 4-((1-(3-((2,6-dioxopiperidin-3-yl)carbamoyl)phenyl)piperidin-4-yl)methyl)piperazine-1-carboxylate O=C1NC(CCC1NC(=O)C=1C=C(C=CC1)N1CCC(CC1)CN1CCN(CC1)C(=O)OC(C)(C)C)=O